ClC=1C=C(NC2(CCC3([C@H](CC4=CC=CC=C34)C[C@H](COC3=C(C=NC=C3)C(C)C)C)CC2)C(=O)O)C=CC1 (1r,2'S,4S)-4-(3-chloroanilino)-2'-[(2R)-2-methyl-3-{[3-(propan-2-yl)pyridin-4-yl]oxy}propyl]-2',3'-dihydrospiro[cyclohexane-1,1'-indene]-4-carboxylic acid